CC1=C(C(=C2C=C3C=CC=CC3=CC2=C1)S(=O)(=O)O)S(=O)(=O)O Methyl-anthracenedisulfonic acid